4-(5-(4,4-difluoropiperidine-1-carbonothioyl)-1H-pyrrolo[2,3-b]pyridin-1-yl)benzonitrile FC1(CCN(CC1)C(=S)C=1C=C2C(=NC1)N(C=C2)C2=CC=C(C#N)C=C2)F